BrC1=CC=C(C=C1)[C@@H]1[C@@H]2CN(C[C@@H](CCN2[C@@H]1CN(C)C)N(C)C)C(=O)NC1=CC=C(C=C1)OC (4R,8R,9S,10S)-9-(4-bromophenyl)-4-(dimethylamino)-10-[(dimethylamino)methyl]-N-(4-methoxyphenyl)-1,6-diazabicyclo[6.2.0]decane-6-carboxamide